2-[(2R)-1,4-dioxan-2-ylmethyl]-8-methyl-N-[(2S)-tetrahydrofuran-2-ylmethyl]-4,5-dihydro-2H-furo[2,3-g]indazole-7-carboxamide O1[C@@H](COCC1)CN1N=C2C3=C(CCC2=C1)OC(=C3C)C(=O)NC[C@H]3OCCC3